C(C1=CC=CC=C1)OC1=CC(=CC(=C1)C(F)(F)F)C(=C)OCC 1-(benzyloxy)-3-(1-ethoxyvinyl)-5-(trifluoromethyl)benzene